O[C@@H](CNC(OC(C)(C)C)=O)C tert-butyl N-[(2R)-2-hydroxypropyl]carbamate